OC=1C=C(C=CC1O)C1(C2(N(CC1)C)C(NC1=CC=CC=C12)=O)C(C1=CC=C(C=C1)O)=O (3,4-dihydroxyphenyl)-3'-(4-hydroxybenzoyl)-1'-methylspiro[indoline-3,2'-pyrrolidin]-2-one